ClC1=C2C(=NC(=N1)Cl)NN=C2I 4,6-dichloro-3-iodo-1H-pyrazolo[3,4-d]pyrimidine